11-Hydroxyundecyl acrylate C(C=C)(=O)OCCCCCCCCCCCO